COC1=C(CN2C3=C(C=CC4=C2N=CC=C4)C=CC=N3)C=CC(=C1)OC 11-(2,4-dimethoxybenzyl)-11H-dipyrido[2,3-b:3',2'-f]azepine